BrC1=CC=CC=2SC(=C(C21)C)C(=O)OCC ethyl 4-bromo-3-methylbenzo[b]thiophene-2-carboxylate